amino-2-(1-dodecyl-1H-1,2,3-triazol-4-yl)propane-1,3-diol NC(C(CO)C=1N=NN(C1)CCCCCCCCCCCC)O